5-[3-(4-bromophenylamino)-2-hydroxypropyl]-1,3,4-oxadiazole-2(3H)-thione BrC1=CC=C(C=C1)NCC(CC1=NNC(O1)=S)O